C(CCC#C)O pent-4-yn-1-ol